C(CCCCCC)C1(CC1)C(=O)O heptylcyclopropane-1-carboxylic acid